(S)-2-amino-6-(2-methoxy-4-(pyrrolidin-1-ylmethyl)benzyl)-4-(pentan-2-ylamino)pyrimidine NC1=NC(=CC(=N1)N[C@@H](C)CCC)CC1=C(C=C(C=C1)CN1CCCC1)OC